NCC(=O)[O-].C(C)(=O)OCC[N+](C)(C)C acetylcholine glycine salt